CC1=NC(=CC(=N1)N1CCC2(C[C@H](NC2)C(=O)O)CC1)O[C@@H](C(F)(F)F)C1=C(C=C(C=C1)C=1C=NC=NC1)N1N=C(C=C1)C (S)-8-(2-methyl-6-((R)-2,2,2-trifluoro-1-(2-(3-methyl-1H-pyrazol-1-yl)-4-(pyrimidin-5-yl)phenyl)ethoxy)pyrimidin-4-yl)-2,8-diazaspiro[4.5]decane-3-carboxylic acid